OC=1C=CC(=NC1)N1C(N(C(C1)=O)C)=O 1-(5-hydroxypyridin-2-yl)-3-methylimidazolidine-2,4-dione